methyl (2S)-2-[[6-(4-methoxy-1H-indole-2-carbonyl)-6-azaspiro[3.4]octane-7-carbonyl]amino]-3-[(3S)-2-oxo-3-piperidyl]propanoate COC1=C2C=C(NC2=CC=C1)C(=O)N1CC2(CCC2)CC1C(=O)N[C@H](C(=O)OC)C[C@H]1C(NCCC1)=O